[Si]([O-])([O-])([O-])[O-].[Al+3].[Ca+2] calcium aluminum (silicate) salt